C(CCCCCCCCCCCC)CCC(=S)OCC(COC(CCCCCCCCCCCCCCC)=S)(COC(CCCCCCCCCCCCCCC)=S)COC(CCCCCCCCCCCCCCC)=S pentaerythritol tetrakis(3-tridecyl thiopropionate)